(aminomethyl)-4-chlorophenylethanesulfonic acid NCC(C)(S(=O)(=O)O)C1=CC=C(C=C1)Cl